C(=C)C=C(C(=O)O)C vinyl-methyl-acrylic acid